BrC=1C(=CC(=C(C#N)C1)OC1=C(C=CC=C1)C)N1C(NC(=CC1=O)C(F)(F)F)=O 5-bromo-4-[2,6-dioxo-4-(trifluoromethyl)-3,6-dihydropyrimidin-1(2H)-yl]-2-(2-methylphenoxy)benzonitrile